C(C)(C)(C)OC(=O)N1C[C@H]2C([C@H]2C1)C1=NOC(=N1)CN1C=NC2=C(C1=O)C(=CN=C2)C (1R,5S,6r)-6-(5-((5-methyl-4-oxopyrido[3,4-d]pyrimidin-3(4H)-yl)methyl)-1,2,4-oxadiazol-3-yl)-3-azabicyclo[3.1.0]hexane-3-carboxylic acid tert-butyl ester